FC=1C=C2C(=NC1)N(C=C2C2=NC(=CC(=N2)NC2C(C1CCC2CC1)C(=O)OC)C1=CC=CC=C1)S(=O)(=O)C1=CC=C(C)C=C1 (+/-)-trans-methyl 3-((2-(5-fluoro-1-tosyl-1H-pyrrolo[2,3-b]pyridin-3-yl)-6-phenylpyrimidin-4-yl)amino)bicyclo[2.2.2]octane-2-carboxylate